(2R,4R)-1-(3-chloro-2-fluorobenzyl)-4-((4-fluoro-6-((5-methyl-1H-pyrazol-3-yl)amino)pyridin-2-yl)methyl)-2-methylpiperidine-4-carboxylic acid ClC=1C(=C(CN2[C@@H](C[C@@](CC2)(C(=O)O)CC2=NC(=CC(=C2)F)NC2=NNC(=C2)C)C)C=CC1)F